3,5-dimethoxy-4-((L-prolylamino)-glycylamino)-benzoic acid-(4-guanidino)-butyl ester hydrochloride Cl.N(C(=N)N)CCCCOC(C1=CC(=C(C(=C1)OC)NC(CNNC([C@H]1NCCC1)=O)=O)OC)=O